methyl 1-(4-chloro-1,3,5-triazin-2-yl)piperidine-4-carboxylate ClC1=NC(=NC=N1)N1CCC(CC1)C(=O)OC